((1S,9S)-9-Ethyl-5-fluoro-9-hydroxy-4-methyl-10,13-dioxo-2,3,9,10,13,15-hexahydro-1H,12H-benzo[de]pyrano[3',4':6,7]indolizino[1,2-b]quinolin-1-yl)-3-methylaminopropanamide C(C)[C@]1(C(OCC=2C(N3CC=4C(=NC=5C=C(C(=C6C5C4[C@@H](CC6)C(C(=O)N)CNC)C)F)C3=CC21)=O)=O)O